NC=1C=2N(C3=CC(=C(C=C3N1)F)C1(N(CCCC1)C=O)C=1C=C3N=CC=NC3=CC1)C=NC2 (4-amino-7-fluoroimidazo[1,5-a]quinoxalin-8-yl)2-(quinoxalin-6-yl)piperidine-1-methanone